ClC=1C=C2C(=NC(=NC2=CC1)C)N[C@@H]1C[C@H](CC1)[NH3+] (1S,3S)-3-((6-chloro-2-methylquinazolin-4-yl)amino)cyclopentan-1-aminium